ethyl 5,6-dichloro-4-[(2,2,2-trichloroacetyl)carbamoylamino]pyridine-3-carboxylate ClC=1C(=C(C=NC1Cl)C(=O)OCC)NC(NC(C(Cl)(Cl)Cl)=O)=O